3-(4,4,5,5-Tetramethyl-1,3,2-dioxaborolan-2-yl)-5-(trifluoromethyl)pyridine CC1(OB(OC1(C)C)C=1C=NC=C(C1)C(F)(F)F)C